2-(2-Fluoropyridin-3-yl)-2-Hydroxyacetamide FC1=NC=CC=C1C(C(=O)N)O